N,N-diethyl-3-aminobenzenesulfonamide C(C)N(S(=O)(=O)C1=CC(=CC=C1)N)CC